S(=O)(=O)(O)C(=[N+]=[N-])S(=O)(=O)O bis-sulfo-diazomethane